N-[7-methoxy-4-(pyridin-3-yl)-1H-1,3-benzodiazol-2-yl]-2-methyl-1,3-oxazole-5-carboxamide COC1=CC=C(C2=C1NC(=N2)NC(=O)C2=CN=C(O2)C)C=2C=NC=CC2